C(C1=CC=CC=C1)OC1=CC2=C(C3=C(CCN(CC3)C3CCC3)S2)C=C1 8-(benzyloxy)-3-cyclobutyl-2,3,4,5-tetrahydro-1H-benzo[4,5]thieno[2,3-d]azepine